C1=CC(=C(C(=C1)Cl)C2=C3C=CC(=NN3C=NC2=O)SC4=C(C=C(C=C4)F)F)Cl The molecule is a member of the class of pyrimidopyridazines that is 6H-pyrimido[1,6-b]pyridazin-6-one substituted at positions 2 and 5 by (2,4-difluorophenyl)sulfanyl and 2,6-dichlorophenyl groups respectively It has a role as an EC 2.7.11.24 (mitogen-activated protein kinase) inhibitor, an anti-inflammatory drug and an apoptosis inducer. It is a pyrimidopyridazine, a difluorobenzene, a dichlorobenzene and an aryl sulfide.